(R)-2-((1H-pyrrolo[2,3-b]pyridin-5-yl)oxy)-4-(4-(1-nitro-6,7,8,9-tetrahydro-5H-benzo[7]annulen-5-yl)piperazin-1-yl)benzoic acid N1C=CC=2C1=NC=C(C2)OC2=C(C(=O)O)C=CC(=C2)N2CCN(CC2)[C@@H]2CCCCC1=C2C=CC=C1[N+](=O)[O-]